(R,S)-7-(3-bromophenyl)-6,7-dihydro-5H-cyclopenta[b]pyridin-7-ol BrC=1C=C(C=CC1)[C@@]1(CCC=2C1=NC=CC2)O